N1(N=NC2=C1C=CC=C2)CC=2OC(=NN2)SCC2=C(C=CC=C2)[N+](=O)[O-] 2-((1H-benzo[d][1,2,3]triazol-1-yl)methyl)-5-(2-nitrobenzyl-mercapto)-1,3,4-oxadiazole